N-tert-butoxycarbonyl-N-methyl-γ-methyl-L-leucine C(C)(C)(C)OC(=O)N([C@@H](CC(C)(C)C)C(=O)O)C